(R)-3-(isoquinolin-4-yl)-2-oxo-1-(5-(trifluoromethyl)-1H-imidazol-2-yl)imidazoline-4-carbonitrile C1=NC=C(C2=CC=CC=C12)N1C(N(C[C@@H]1C#N)C=1NC(=CN1)C(F)(F)F)=O